ClC1=CC=NC=C1C(=O)NC=1C=CC(=NC1)C=1N=NN(C1NC(O[C@H](C)C=1C(=NC=C(C1)F)F)=O)C (R)-1-(2,5-difluoropyridin-3-yl)ethyl (4-(5-(4-chloronicotinamido)pyridin-2-yl)-1-methyl-1H-1,2,3-triazol-5-yl)carbamate